CN(C)CC methyl-ethyl-methyl-amine